COC(=O)CCC\C=C/CC=1C(CC(C1)O)=O (6-methoxycarbonyl-cis-2-hexenyl)-4-hydroxycyclopent-2-enone